N-[(1R,4R,7R)-2-[(1S)-1-phenylethyl]-2-azabicyclo[2.2.1]heptan-7-yl]carbamic acid tert-butyl ester C(C)(C)(C)OC(N[C@H]1[C@@H]2N(C[C@H]1CC2)[C@@H](C)C2=CC=CC=C2)=O